N-(2-bromo-4-iodo-phenyl)-N-t-butoxycarbonyl-carbamic acid tert-butyl ester C(C)(C)(C)OC(N(C(=O)OC(C)(C)C)C1=C(C=C(C=C1)I)Br)=O